CC1=NC2=CC(=CC(=C2C(=C1S(=O)(=O)NCC1=CC=C(C=C1)OC)Cl)F)Br Methyl-7-bromo-4-chloro-5-fluoro-N-(4-methoxyphenyl-methyl)quinoline-3-sulfonamide